OCCN1C(N(C(N(C1=O)CCCSCCO)=O)CCCSCCO)=O (hydroxyethyl)-3,5-bis[3-[(2-hydroxyethyl)thio]propyl]-1,3,5-triazine-2,4,6-trione